9-(6-amino-3-pyridyl)-1-[3-(trifluoromethyl)phenyl]-benzo[H]-1,6-naphthyridine NC1=CC=C(C=N1)C1=CC=2C(=NC=C3C=CCN(C23)C2=CC(=CC=C2)C(F)(F)F)C=C1